C(C)(=O)N1CCC(CC1)CNC(OC(C)(C)C)=O t-butyl ((1-acetylpiperidin-4-yl)methyl)carbamate